C(C)(=O)O[C@H]1[C@H](O[C@H]([C@@H]1OC(C)=O)N1C2=NC(=NC=C2N(C1=O)CC#C)N)COC(C)=O (2R,3S,4R,5R)-2-(Acetoxymethyl)-5-(2-amino-8-oxo-7-(prop-2-yn-yl)-7,8-dihydro-9H-purin-9-yl)tetrahydrofuran-3,4-diyl diacetat